(9S)-1-Allyl-9-ethyl-5-fluoro-4-methyl-10,13-dioxo-2,3,9,10,13,15-hexahydro-1H,12H-benzo[de]pyrano[3',4':6,7]indolizino[1,2-b]quinolin-9-yl acetate C(C)(=O)O[C@@]1(C(OCC=2C(N3CC=4C(=NC=5C=C(C(=C6C5C4C(CC6)CC=C)C)F)C3=CC21)=O)=O)CC